C(C)(C)N1N=CC=C1N1CCOCC1 (1-isopropyl-1H-pyrazol-5-yl)(morpholine)